(3S,4R)-3-((dimethylamino)methyl)-4-hydroxy-1-(2-(thiophen-3-yl)ethyl)piperidin-4-yl-benzamide diphosphate OP(O)(=O)OP(=O)(O)O.CN(C)C[C@H]1CN(CC[C@]1(O)C1=C(C(=O)N)C=CC=C1)CCC1=CSC=C1